3-bromo-5-(trimethylsilanylethynyl)pyridine BrC=1C=NC=C(C1)C#C[Si](C)(C)C